4-(3-ethyl-5-(piperidin-4-yl)-1H-indol-2-yl)-7H-pyrrolo[2,3-d]pyrimidine C(C)C1=C(NC2=CC=C(C=C12)C1CCNCC1)C=1C2=C(N=CN1)NC=C2